N1C=C(C2=CC=CC=C12)CC(CCCC)NC(=O)C1=CN=C(O1)N1CCN(CC1)C N-(1-(1H-indol-3-yl)hex-2-yl)-2-(4-methylpiperazin-1-yl)oxazole-5-carboxamide